COC[C@]1(CN(CC1)NC=1C=NC(=CC1)C)CCC1=CC=CC=C1 (R)-N-(3-(methoxymethyl)-3-phenethylpyrrolidin-1-yl)-6-methylpyridin-3-amine